C1=NNC=2C1=C1C=3CCCCC3C(=NC1=CC2)C=2OC1=C(C(C2)=O)C=CC=C1 2-(8,9,10,11-tetrahydro-3H-pyrazolo[4,3-a]phenanthridin-7-yl)-4H-benzopyran-4-one